3-((R)-2-(2-(cyclobutylamino)-6-(ethyl(methyl)amino)isonicotinamido)-1-hydroxyethyl)-7-((4-methyloxazol-5-yl)methoxy)-3,4-dihydroisoquinoline C1(CCC1)NC=1C=C(C(=O)NC[C@@H](O)C2N=CC3=CC(=CC=C3C2)OCC2=C(N=CO2)C)C=C(N1)N(C)CC